2-((6-(difluoromethoxy)-2-methyl-3,4-dihydropyridin-3-yl)sulfonyl)-6-(tetrahydro-2H-pyran-4-yl)-2,6-diazaspiro[3.3]heptane FC(OC1=CCC(C(=N1)C)S(=O)(=O)N1CC2(C1)CN(C2)C2CCOCC2)F